(R)-(5-(2-fluoropropan-2-yl)-1,3,4-oxadiazol-2-yl)(4-(7-methylpyrazolo[1,5-a]pyridin-2-yl)-6,7-dihydro-1H-imidazo[4,5-c]pyridin-5(4H)-yl)methanone FC(C)(C)C1=NN=C(O1)C(=O)N1[C@H](C2=C(CC1)NC=N2)C2=NN1C(C=CC=C1C)=C2